OC(CCC=CC=CC=CC=CC(=O)O)CCCCCCCC 12-hydroxy-eicosatetraenoic acid